2-chloro-6-(4-fluorophenyl)-5H-pyrrolo[2,3-b]pyrazine ClC=1N=C2C(=NC1)NC(=C2)C2=CC=C(C=C2)F